FC1=C(C(=CC(=C1)C=1C2=C(C(N(C1)C)=O)N(N=C2)CC2=CC=C(C=C2)OC)OC)CN2CCN(CC2)C(=O)N 4-[[2-fluoro-6-methoxy-4-[1-[(4-methoxyphenyl)methyl]-6-methyl-7-oxo-pyrazolo[3,4-C]pyridin-4-yl]phenyl]methyl]piperazine-1-carboxamide